FC(C(=O)O)(F)F.OC1=C(C=CC=C1C1=CC(=NO1)N1CCNCC1)C=1C=CC(=NC1)NC(C)=O N-(5-(2-Hydroxy-3-(3-(piperazin-1-yl)isoxazol-5-yl)phenyl)pyridin-2-yl)acetamide 2,2,2-trifluoroacetate